(4-(4-((1-methyl-3-(pyridin-2-yl)-1H-pyrazol-4-yl)carbamoyl)thiazol-2-yl)-1H-pyrazol-1-yl)methylphosphonic acid CN1N=C(C(=C1)NC(=O)C=1N=C(SC1)C=1C=NN(C1)CP(O)(O)=O)C1=NC=CC=C1